COC(=O)C=1C(=CC=2N(C1)C=C(N2)C21COC(C2)(C1)C)OC(C)C.CS(=O)(=O)N1CCN(CC1)C1=CN=CC(=N1)C1=CC(=CS1)NC(CCCC)=O N-(5-(6-(4-(methylsulfonyl)piperazin-1-yl)pyrazin-2-yl)thiophen-3-yl)pentanamide methyl-7-isopropoxy-2-(1-methyl-2-oxabicyclo[2.1.1]hexan-4-yl)imidazo[1,2-a]pyridine-6-carboxylate